2-methoxyaniline-5-phosphonic acid COC1=C(N)C=C(C=C1)P(O)(=O)O